CC1(OC(C2=C(O1)C=C(C=C2OC(C(F)(F)F)C)C)=O)C 2,2,7-Trimethyl-5-((1,1,1-trifluoropropan-2-yl)oxy)-4H-benzo[d][1,3]dioxin-4-one